NC=1C2=C(N=CN1)N(C=C2)C(=O)NC2=C1C=CN=C(C1=CC=C2C)NC2=C(C(=CC=C2)Cl)F 4-amino-N-(1-((3-chloro-2-fluorophenyl)amino)-6-methylisoquinolin-5-yl)-7H-pyrrolo[2,3-d]pyrimidine-7-carboxamide